N-(3-chloro-4-(piperazine-1-carbonyl)phenyl)-1-methyl-5-(1-(pyridin-3-ylmethyl)-3-(trifluoromethyl)-1H-pyrazol-4-yl)-1H-imidazole-2-carboxamide trihydrochloride Cl.Cl.Cl.ClC=1C=C(C=CC1C(=O)N1CCNCC1)NC(=O)C=1N(C(=CN1)C=1C(=NN(C1)CC=1C=NC=CC1)C(F)(F)F)C